C(=O)(O)C=1C=C(C(=O)C23C(=O)OC(C2C(=CC=C3)C(C3=CC(=C(C=C3)C(=O)O)C(=O)O)=O)=O)C=CC1C(=O)O 1,3-bis(3,4-dicarboxybenzoyl)phthalic anhydride